CN1C[C@@H]([C@H](CC1)NC1=NC2=CC(=NC=C2C=C1)NC1=C(C=C(C=C1)N1N=C(C=C1)CO)F)C(=O)OCCCC1=CC(=C(C=C1)C)C1=CC(=NC=C1)N 3-(3-(2-aminopyridin-4-yl)-4-methylphenyl)propanol methyl-(3S,4S)-4-[[7-([2-fluoro-4-[3-(hydroxymethyl)pyrazol-1-yl]phenyl]amino)-1,6-naphthyridin-2-yl]amino]piperidine-3-carboxylate